C(C)OC(=O)[C@@H]1CN(CC[C@@H]1NC(=O)C=1OC(=CN1)C1=C(C=C(C=C1)F)F)C(=O)OC(C)(C)C (3R,4S)-4-{[5-(2,4-difluoro-phenyl)-oxazole-2-carbonyl]-amino}-piperidine-1,3-dicarboxylic acid 1-tert-butyl ester 3-ethyl ester